O1C2=C(OCC1)C=CC=C2 Dihydrobenzo[b][1,4]dioxin